(1r,2'R,4R)-4-(3-chloroanilino)-2'-{(2S)-2-phenyl-3-[(pyridin-4-yl)oxy]propyl}-2',3'-dihydrospiro[cyclohexane-1,1'-indene]-4-carboxylic acid ClC=1C=C(NC2(CCC3([C@@H](CC4=CC=CC=C34)C[C@H](COC3=CC=NC=C3)C3=CC=CC=C3)CC2)C(=O)O)C=CC1